(4-Methyl-3H-imidazo[4,5-c]pyridin-2-yl)(5-methyl-7,8-dihydro-1,6-naphthyridin-6(5H)-yl)methanone CC1=NC=CC2=C1NC(=N2)C(=O)N2C(C=1C=CC=NC1CC2)C